FC(C(C(C(C(C(C(=O)NCC(=O)O)(F)F)(F)F)(F)F)(F)F)(F)F)(C(F)(F)F)F pentadecafluorooctanoyl-glycine